tert-butyl N-[2-[2-[2-[2-[2-[2-[2-[2-[2-[2-[2-(3-amino-5-chloro-phenoxy)ethoxy] ethoxy]ethoxy]ethoxy]ethoxy] ethoxy]ethoxy]ethoxy]ethoxy]ethoxy]ethyl]-N-tert-butoxycarbonyl-carbamate NC=1C=C(OCCOCCOCCOCCOCCOCCOCCOCCOCCOCCOCCN(C(OC(C)(C)C)=O)C(=O)OC(C)(C)C)C=C(C1)Cl